Cl.Cl.CC1=NN=C(S1)NC(=O)C1=CSC(=C1)[C@H]1[C@@H](C1)NCC1CCOCC1 N-(5-Methyl-1,3,4-thiadiazol-2-yl)-5-(trans-2-((tetrahydro-2H-pyran-4-ylmethyl)amino)cyclopropyl)thiophene-3-carboxamide Dihydrochloride